tert-butyl (S)-((1-(6-chloro-4-isopropyl-2,7-naphthyridin-1-yl)azetidin-2-yl)methyl)(methyl)carbamate ClC=1C=C2C(=CN=C(C2=CN1)N1[C@@H](CC1)CN(C(OC(C)(C)C)=O)C)C(C)C